adipic acid (2-acryloyloxyethyl) ester C(C=C)(=O)OCCOC(CCCCC(=O)O)=O